5-methoxy-2-vinyl-1H-pyrrolo[3,2-B]pyridine COC1=CC=C2C(=N1)C=C(N2)C=C